BrC=1C=C(C=C(C1OC(F)(F)F)F)O 3-bromo-5-fluoro-4-(trifluoromethoxy)phenol